2-hydroxy-3-hydroxy-phenyl methacrylate C(C(=C)C)(=O)OC1=C(C(=CC=C1)O)O